OCCCCN1C([C@H]2C3C=CC([C@H]2C1=O)C3)=O (3aR,7aS)-2-(4-hydroxybutyl)-3a,4,7,7a-tetrahydro-1H-4,7-methanoisoindole-1,3(2H)-dione